(2-aminoethyl)morpholin-3-one NCCN1C(COCC1)=O